C(/C1=CC=CC=C1)=C/1\C(C2=CC=CN2C1)=O (E)-2-benzylidene-2,3-dihydropyrrolizine-1-one